C(C)N1C(=CN2C1=NC(=C(C2=O)C=2C=NN(C2)CC(C(F)(F)F)(F)F)C(F)(F)F)C 1-ethyl-2-methyl-6-[1-(2,2,3,3,3-pentafluoropropyl)-1H-pyrazol-4-yl]-7-(trifluoromethyl)-1H,5H-imidazo[1,2-a]pyrimidin-5-one